CC(CCC(C=1N=NNN1)NC1=NC=NC2=CC(=CC=C12)C#N)(C)C 4-[4,4-dimethyl-1-(2H-tetraazol-5-yl)pentylamino]-7-quinazolinecarbonitrile